(R)-8-phenyl-2-(1-(pyrimidin-4-yl)-1,2,3,6-tetrahydropyridin-4-yl)-7,8-dihydro-6H-pyrrolo[2',1':2,3]imidazo[4,5-b]pyridine C1(=CC=CC=C1)[C@H]1CCC2=NC=3C(=NC(=CC3)C=3CCN(CC3)C3=NC=NC=C3)N21